3-(5-(thiazol-2-yl)pyridin-3-yl)phenyl benzylcarbamate C(C1=CC=CC=C1)NC(OC1=CC(=CC=C1)C=1C=NC=C(C1)C=1SC=CN1)=O